CC(CN)(CN)C 2,2-Dimethyl-1,3-propan-diamin